terephthalyl alcohol dipropionate C(CC)(=O)OCC1=CC=C(COC(CC)=O)C=C1